8-fluoro-2-methylimidazo[1,2-a]pyridine-6-carbaldehyde FC=1C=2N(C=C(C1)C=O)C=C(N2)C